BrC=1C=C(C=CC1)C=1N(C(=C2CCCCC12)C)C=1C=CC=C2C=CC(=CC12)O 8-(1-(3-bromophenyl)-3-methyl-4,5,6,7-tetrahydro-2H-isoindol-2-yl)naphthalen-2-ol